tert-butyl 3-{methyl[1-(pyrimidin-4-yl)cyclopropyl]carbamoyl}-4H,5H,6H,7H-pyrazolo[1,5-a]pyrazine-5-carboxylate CN(C(=O)C=1C=NN2C1CN(CC2)C(=O)OC(C)(C)C)C2(CC2)C2=NC=NC=C2